(3S)-3-(4-fluoro-2',5,6'-trimethylbiphenyl-3-yl)-3-(2-(5-(2-(3-fluoroazetidin-1-yl)ethyl)-2-oxopyridin-1(2H)-yl)-4-methylpentanamido)propanoic acid FC1=C(C=C(C=C1C)C1=C(C=CC=C1C)C)[C@H](CC(=O)O)NC(C(CC(C)C)N1C(C=CC(=C1)CCN1CC(C1)F)=O)=O